FC=1C=CC(=NC1C(F)(F)F)[C@H](N1C[C@@H](N(C[C@H]1C)C=1C=2N=CN(C2N2C(N1)=NN=C2)C[C@H]2OCCC2)C)C2=CC=C(C=C2)F 4-((2S,5R)-4-((R)-(5-fluoro-6-(trifluoromethyl)pyridin-2-yl)(4-fluorophenyl)methyl)-2,5-dimethylpiperazin-1-yl)-1-(((S)-tetrahydrofuran-2-yl)methyl)-1H-[1,2,4]triazolo[3,4-b]purine